tertbutyl 4-(4-bromo-1H-pyrazol-1-yl)piperidine-1-carboxylate BrC=1C=NN(C1)C1CCN(CC1)C(=O)OC(C)(C)C